methyloliodobenzene C(O)C1=C(C=CC=C1)I